(R)-(4-(5-chlorothien-2-yl)phenyl)(3-(3-cyclopropyl-1,2,4-thiadiazol-5-yl)-8-methyl-5,6-dihydro-[1,2,4]triazolo[4,3-a]pyrazin-7(8H)-yl)methanone ClC1=CC=C(S1)C1=CC=C(C=C1)C(=O)N1[C@@H](C=2N(CC1)C(=NN2)C2=NC(=NS2)C2CC2)C